FC1=C(C=CC(=C1)I)CO (2-fluoro-4-iodo-phenyl)methanol